COC=1C=C2CCN(CC2=CC1NC1=NC2=CC(=CC=C2C=N1)OC=1C=NNC1)C N-(6-methoxy-2-methyl-1,2,3,4-tetrahydroisoquinolin-7-yl)-7-[(1H-pyrazol-4-yl)oxy]quinazolin-2-amine